2-methanesulfonyl-1,2,3,4-tetrahydroisoquinolin-7-amine CS(=O)(=O)N1CC2=CC(=CC=C2CC1)N